3-chloro-2-fluoro-5-(trifluoromethyl)benzonitrile ClC=1C(=C(C#N)C=C(C1)C(F)(F)F)F